[N].N1=NN=NC=C1 tetrazine nitrogen